C1(CCC1)C=1C(=NN(C1NC(=O)C1CC(C1)(F)F)C)C1CCC(CC1)(F)F N-(4-cyclobutyl-3-(4,4-difluorocyclohexyl)-1-methyl-1H-pyrazol-5-yl)-3,3-difluorocyclobutane-1-carboxamide